CN([C@H](C(=O)N)CC=1C=C2C=NN(C2=CC1)S(=O)(=O)C1=CC=C(C)C=C1)C (S)-2-(dimethylamino)-3-(1-tosyl-1H-indazol-5-yl)propanamide